(R)-tert-butyl 2,4-dimethyl-3-oxo-1-oxa-4,9-diazaspiro[5.5]undecane-9-carboxylate methyl-4-(benzyloxy)-7-phenoxyisoquinoline-3-carboxylate COC(=O)C=1N=CC2=CC(=CC=C2C1OCC1=CC=CC=C1)OC1=CC=CC=C1.C[C@H]1OC2(CN(C1=O)C)CCN(CC2)C(=O)OC(C)(C)C